chloro-7-fluoro-1H-indole ClN1C=CC2=CC=CC(=C12)F